(S)-4-(2-(4-(2-Acetyl-5-chlorophenyl)-5-methoxy-2-oxopyridin-1(2H)-yl)-3-phenyl-propanamido)benzoic acid C(C)(=O)C1=C(C=C(C=C1)Cl)C1=CC(N(C=C1OC)[C@H](C(=O)NC1=CC=C(C(=O)O)C=C1)CC1=CC=CC=C1)=O